N[C@@H](C(=O)N1CCC(CC1)[C@H](C1=C(C=C(C(=C1)Cl)Cl)O)N)[C@H](C)O (2R,3S)-2-amino-1-(4-((R)-amino(4,5-dichloro-2-hydroxyphenyl)methyl)piperidin-1-yl)-3-hydroxybutan-1-one